6-methoxy-3,4-dihydroisoquinoline-1(2H)-one COC=1C=C2CCNC(C2=CC1)=O